(2S,3R,4R,5R,6R)-2,3,4,5,6,7-hexahydroxyheptanal O[C@H](C=O)[C@@H]([C@@H]([C@@H]([C@@H](CO)O)O)O)O